N-{3-[2,4-bis(benzyloxy)-5-fluorophenyl]oxetan-3-yl}-2-methylpropane-2-sulfinamide C(C1=CC=CC=C1)OC1=C(C=C(C(=C1)OCC1=CC=CC=C1)F)C1(COC1)NS(=O)C(C)(C)C